C(C1=CC=CC=C1)(=O)NCCCCC=CNC(C=C)=O N-(6-(benzoylamino)hex-1-en-1-yl)acrylamide